N1=C(C=CC2=CC=CN=C12)C(C)O 1-(1,8-naphthyridin-2-yl)ethan-1-ol